ClC1=C(C=CC=C1C1=NC(=C(C=C1)C=O)OC)C1=C(C(=CC=C1)NC(=O)C=1C(N(C(N(C1)C)=O)C)=O)Cl N-(2'-chloro-3'-(5-formyl-6-methoxypyridin-2-yl)-2-chloro-[1,1'-biphenyl]-3-yl)-1,3-dimethyl-2,4-dioxo-1,2,3,4-tetrahydropyrimidine-5-carboxamide